CSCCOP(=O)(OC1=CC=C(C=C1)[N+](=O)[O-])N[C@@H](C)C(=O)OC(C)C isopropyl ((2-(methylthio)ethoxy)(4-nitrophenoxy)phosphoryl)-L-alaninate